1,1-diacetoxy-3-oxo-1,2-benziodoxol-1-yl acetate C(C)(=O)OI1(OC(C2=C1C=CC=C2)=O)(OC(C)=O)OC(C)=O